methyl 6-(cyclopropylmethoxy)quinoline-4-carboxylate C1(CC1)COC=1C=C2C(=CC=NC2=CC1)C(=O)OC